COC(=O)C1=CN=CC2=CC=C(C=C12)Br.FC1=C(C(=C(C(=C1F)F)F)OCF)S(=O)(=O)NC1=CC(=C(C=C1)OC)F 2,3,4,5-tetrafluoro-N-(3-fluoro-4-methoxyphenyl)-6-(fluoromethoxy)benzenesulfonamide methyl-6-bromoisoquinoline-4-carboxylate